tert-Butyl 1-(2-{7-[(tert-butoxy)carbonyl]-4,7-diazaspiro[2.5]octan-4-yl}ethyl)-6-chloro-3-[3-(naphthalen-1-yloxy)propyl]-7-(1,3,5-trimethyl-1H-pyrazol-4-yl)-1H-indole-2-carboxylate C(C)(C)(C)OC(=O)N1CCN(C2(CC2)C1)CCN1C(=C(C2=CC=C(C(=C12)C=1C(=NN(C1C)C)C)Cl)CCCOC1=CC=CC2=CC=CC=C12)C(=O)OC(C)(C)C